ClC=1C=C(C=CC1F)[C@H](NC(=O)N1[C@@H](C(NCC1)=O)C)C1CCC2(CC2(F)F)CC1 (2R)-N-((R)-(3-chloro-4-fluorophenyl)(cis-1,1-difluorospiro[2.5]octan-6-yl)methyl)-2-methyl-3-oxopiperazine-1-carboxamide